tert-Butyl 9-fluoro-12-azatricyclo[6.3.1.02,7]dodeca-2,4,6-triene-12-carboxylate FC1C2C3=CC=CC=C3C(CC1)N2C(=O)OC(C)(C)C